3-(4,5-dihydroisoxazole-3-yl)-2-methyl-4-methylsulfonyl-benzoic acid O1N=C(CC1)C=1C(=C(C(=O)O)C=CC1S(=O)(=O)C)C